(5r,6s)-6-ethyl-1,3-diazaspiro[4.4]nonane-2,4-dione C(C)[C@@H]1[C@@]2(C(NC(N2)=O)=O)CCC1